OCCCC[C@@H](C)OC1=C(C=CC(=C1)C)S[C@@H]1[C@H](CCC1)C(=O)OC |&1:16,17| Methyl (1RS,2SR)-2-((2-(((R)-6-hydroxyhexan-2-yl)oxy)-4-methylphenyl)thio)cyclopentane-1-carboxylate